5-(4-chlorophenoxy)pyridin-2-amine ClC1=CC=C(OC=2C=CC(=NC2)N)C=C1